The molecule is dianion of CMP-N-acetyl-beta-neuraminate arising from deprotonation of carboxylic acid and phosphate functions; major species at pH 7.3. It has a role as a human metabolite. It is a conjugate base of a CMP-N-acetyl-beta-neuraminic acid. CC(=O)N[C@@H]1[C@H](C[C@](O[C@H]1[C@@H]([C@@H](CO)O)O)(C(=O)[O-])OP(=O)([O-])OC[C@@H]2[C@H]([C@H]([C@@H](O2)N3C=CC(=NC3=O)N)O)O)O